NC1=C2N=CN(C2=NC=N1)C[C@@H](C)OCP(OCCCOCCCCCCCCCCC[Si](C)(C)C1CCCCC1)(O)=O 3-((11-(cyclohexyldimethylsilyl)undecyl)oxy)propyl hydrogen ((((R)-1-(6-amino-9H-purin-9-yl)propan-2-yl)oxy)methyl)phosphonate